alpha-(benzoyloxy)styrene C(C1=CC=CC=C1)(=O)OC(=C)C1=CC=CC=C1